4-bromo-2-[(methylsulfanyl)methyl]aniline BrC1=CC(=C(N)C=C1)CSC